C(C1=CC=CC=C1)OC=1C=C2CCC=C(C2=CC1)C=1C=CC(=NC1)N1CCC2(CCN(CC2)C(=O)OC(C)(C)C)CC1 tert-butyl 9-(5-(6-(benzyloxy)-3,4-dihydronaphthalen-1-yl)pyridin-2-yl)-3,9-diazaspiro[5.5]undecane-3-carboxylate